α-octanol C(CCCCCCC)O